FC1=CC(=C(C(=O)NC=2SC=C(N2)C2=CC=C(C=C2)C)C=C1)NS(=O)(=O)C1=CC=C(C=C1)C 4-fluoro-2-((4-methylphenyl)sulfonamido)-N-(4-(p-tolyl)thiazol-2-yl)benzamide